1-(5-((4-(6-(1H-imidazol-2-yl)-2-methylpyridin-3-yl)piperazin-1-yl)methyl)pyridin-2-yl)-3-ethylurea N1C(=NC=C1)C1=CC=C(C(=N1)C)N1CCN(CC1)CC=1C=CC(=NC1)NC(=O)NCC